6-acetyl-8-cyclopentyl-5-methyl-2-[[5-(4-piperidyl)-2-pyridyl]amino]pyrido[2,3-d]pyrimidin-7-one C(C)(=O)C1=C(C2=C(N=C(N=C2)NC2=NC=C(C=C2)C2CCNCC2)N(C1=O)C1CCCC1)C